C1(CC1)OC1=C(C=C(C(=O)NC[C@](C(F)(F)F)(O)C=2C=C3C(=C(N2)C2=CC=C(C=C2)F)OC[C@]3(C)N3C=NC=C3)C=C1)OC 4-cyclopropoxy-3-methoxy-N-((S)-3,3,3-trifluoro-2-((R)-7-(4-fluorophenyl)-3-(1H-imidazol-1-yl)-3-methyl-2,3-dihydrofuro[2,3-c]pyridin-5-yl)-2-hydroxypropyl)benzamide